FC1=CC=C(CC2CCN(CC2)CCN(C(CC)=O)C2=CC=CC=C2)C=C1 N-(2-(4-(4-fluorobenzyl)piperidin-1-yl)ethyl)-N-phenylpropionamide